2-Boc-5-bromoisoindoline C(=O)(OC(C)(C)C)N1CC2=CC=C(C=C2C1)Br